S(N)(=O)(=O)CCC(=O)NC(C(=O)O)CCCCCCCC1=NC=2NCCCC2C=C1 2-(3-sulfamoyl-propionamido)-9-(5,6,7,8-tetrahydro-1,8-naphthyridin-2-yl)nonanoic acid